3-oxo-propionitrile monocitrate C(CC(O)(C(=O)O)CC(=O)O)(=O)O.O=CCC#N